C(#N)CNC(C1=CC=C(C=C1)C1=NC(=NC=C1C)NC=1C=NN(C1)CC(F)(F)F)=O N-(cyanomethyl)-4-(5-methyl-2-((1-(2,2,2-trifluoroethyl)-1H-pyrazol-4-yl)amino)pyrimidin-4-yl)benzamide